4-chloro-6-[2-(trifluoromethyl)phenyl]-1H-pyridin-2-one ClC1=CC(NC(=C1)C1=C(C=CC=C1)C(F)(F)F)=O